Tert-butyl 3,5-bis(3-(4-cyanophenyl)ureido)benzoate C(#N)C1=CC=C(C=C1)NC(NC=1C=C(C(=O)OC(C)(C)C)C=C(C1)NC(=O)NC1=CC=C(C=C1)C#N)=O